NC[C@H](CC=1C=C2CC(NC2=CC1)=O)N(C)C (S)-5-(3-amino-2-(dimethylamino)propyl)indolin-2-one